2-(2-fluoroethyl)-1-methyl-piperazine dihydrochloride Cl.Cl.FCCC1N(CCNC1)C